CS(=O)(=O)NC=1C=NC2=CC(=NC(=C2C1)OC1CCC(CC1)NC1=NC=C(C=N1)OCCNC(OC(C)(C)C)=O)N1CCOCC1 tert-butyl N-[2-[2-[[4-[[3-(methanesulfonamido)-7-morpholino-1,6-naphthyridin-5-yl]oxy]cyclohexyl]amino]pyrimidin-5-yl]oxyethyl]carbamate